FCC1(CC1)CN1C(=NC2=C1C=C(C=C2)C(=O)OC)C(C)C2=CC=C(C1=C2CCO1)B1OC(C(O1)(C)C)(C)C Methyl 1-((1-(fluoromethyl)cyclopropyl)methyl)-2-(1-(7-(4,4,5,5-tetramethyl-1,3,2-dioxaborolan-2-yl)-2,3-dihydrobenzofuran-4-yl)ethyl)-1H-benzo[d]imidazole-6-carboxylate